C(CCCCCCC)SCC(=O)[O-].C(CCCCCCC)SCC(=O)[O-].C(CCC)[Sn+2]CCCC dibutyltin di(octyl mercaptoacetate)